C(C(=C)C)(=O)OC1(CC1)C(C)C isopropylcyclopropyl methacrylate